4-(2-fluoro-6-(trifluoromethoxy)phenyl)-2-(6-methyl-2-(piperazin-1-yl)pyrimidin-4-yl)-2,3-dihydro-1H-pyrrolo[3,4-c]pyridin-1-one FC1=C(C(=CC=C1)OC(F)(F)F)C1=NC=CC2=C1CN(C2=O)C2=NC(=NC(=C2)C)N2CCNCC2